3-(4-butylphenyl)-1-(4-methoxyphenyl)propan-2-yn-1-one C(CCC)C1=CC=C(C=C1)C#CC(=O)C1=CC=C(C=C1)OC